[7-[2,4-difluoro-6-(2-methoxyethoxy) phenyl]-6-[rac-(4s,7s)-4,7-dimethyl-4,5,6,7-tetrahydropyrazolo[1,5-a]pyrazin-2-yl] thieno[3,2-c]pyridin-4-yl] trifluoromethanesulfonate FC(S(=O)(=O)OC1=NC(=C(C2=C1C=CS2)C2=C(C=C(C=C2OCCOC)F)F)C2=NN1C([C@@H](NC[C@@H]1C)C)=C2)(F)F |r|